N-((6-chloropyridin-3-yl)methyl)-4-(5-(3,5-dichloro-4-fluorophenyl)-5-(trifluoromethyl)-4,5-dihydroisoxazol-3-yl)-N-cyclopropyl-2-methylbenzamide ClC1=CC=C(C=N1)CN(C(C1=C(C=C(C=C1)C1=NOC(C1)(C(F)(F)F)C1=CC(=C(C(=C1)Cl)F)Cl)C)=O)C1CC1